C(=O)(OC(C)(C)C)CN boc-methanamine